methyl 5-((S)-1-((R)-2-(((benzyloxy) carbonyl) imino)-4-(4-bromo-2-fluorophenyl)-4-neopentyl-5-oxoimidazolidin-1-yl)-2-((cyclopropylcarbamoyl) oxy) ethyl)-2-chlorobenzoate C(C1=CC=CC=C1)OC(=O)N=C1N(C([C@@](N1)(CC(C)(C)C)C1=C(C=C(C=C1)Br)F)=O)[C@H](COC(NC1CC1)=O)C=1C=CC(=C(C(=O)OC)C1)Cl